FC1=C2C(=CN=C1N1[C@@H](CN(CC1)CC(=O)N(C)C)C)NC(=C2C(C)C)C=2C=C(C=1N(C2)N=CN1)OC (R)-2-(4-(4-fluoro-3-isopropyl-2-(8-methoxy-[1,2,4]triazolo[1,5-a]pyridin-6-yl)-1H-pyrrolo[2,3-c]pyridin-5-yl)-3-methylpiperazin-1-yl)-N,N-dimethylacetamide